C(CCCC)OC(CC)=O amylpropionate